(2S)-3-(4-fluorophenyl)sulfonyl-N-[[5-(trifluoromethoxy)-2-[2-(trifluoromethyl)pyrimidin-5-yl]-4-pyridyl]methyl]-3-azabicyclo[2.1.1]hexane-2-carboxamide FC1=CC=C(C=C1)S(=O)(=O)N1[C@@H](C2CC1C2)C(=O)NCC2=CC(=NC=C2OC(F)(F)F)C=2C=NC(=NC2)C(F)(F)F